CC1(C(OB(O1)C1=CC=C(C=C1)CN1CCS(CC1)(=O)=O)(C)C)C 4-{[4-(tetramethyl-1,3,2-dioxaborolan-2-yl)phenyl]methyl}thiomorpholine-1,1-dione